CN(C(C(F)(F)F)=O)[Si](C)(C)C(C)(C)C N-methyl-N-(tert-butyl-dimethylsilyl)trifluoroacetamide